4-[(3S)-3-aminopyrrolidin-1-yl]-5-(3-chloro-5-fluorophenyl)-N-{3-fluorobicyclo[1.1.1]pentan-1-yl}-6-methoxypyridine-3-carboxamide N[C@@H]1CN(CC1)C1=C(C=NC(=C1C1=CC(=CC(=C1)F)Cl)OC)C(=O)NC12CC(C1)(C2)F